Dithioglycerin SCC(S)CO